thiadiazolen S1N=NCC1